N-Benzyl-9-(2-tetrahydropyranyl)adenine C(C1=CC=CC=C1)NC1=C2N=CN(C2=NC=N1)C1OCCCC1